ClC[C@@H](COC1=C(C=C(C=C1)C(C)(C)C1=CC=C(C=C1)OC[C@@H](CN1N=NC=C1CO)O)I)O (R)-1-chloro-3-(4-(2-(4-((R)-2-hydroxy-3-(5-(hydroxymethyl)-1H-1,2,3-triazol-1-yl)propoxy)phenyl)propan-2-yl)-2-iodophenoxy)propan-2-ol